3-(6-bromo-1-methyl-2-oxo-4H-quinazolin-3-yl)-N-methyl-propanamide BrC=1C=C2CN(C(N(C2=CC1)C)=O)CCC(=O)NC